C(=O)O.FC(S(=O)(=O)N)F 1,1-difluoromethanesulfonamide formate